4-(hydroxy(6-(trifluoromethyl)pyridin-3-yl)methyl)-3-methyl-1H-pyrrole OC(C=1C(=CNC1)C)C=1C=NC(=CC1)C(F)(F)F